2-(benzylamino)-4-(trifluoromethyl)benzonitrile C(C1=CC=CC=C1)NC1=C(C#N)C=CC(=C1)C(F)(F)F